2,2-bis(3-maleimido-4-hydroxyphenyl)hexafluoropropane C1(C=CC(N1C=1C=C(C=CC1O)C(C(F)(F)F)(C(F)(F)F)C1=CC(=C(C=C1)O)N1C(C=CC1=O)=O)=O)=O